C(C1=CC=CC=C1)OC(=O)N1[C@H]([C@H](CCC1)C(=O)N1C[C@H](CC1)OC)C(=O)O (2R,3S)-1-((benzyloxy)carbonyl)-3-((S)-3-methoxypyrrolidine-1-carbonyl)piperidine-2-carboxylic acid